(1r,4r)-4-((5-(cinnolin-6-yl)-4-(methoxy-d3)-7H-pyrrolo[2,3-d]pyrimidin-2-yl)amino)-1-methylcyclohexan-1-ol N1=NC=CC2=CC(=CC=C12)C1=CNC=2N=C(N=C(C21)OC([2H])([2H])[2H])NC2CCC(CC2)(O)C